C(CCCCCCCCCCC)OC1=C(C=C(C=C1)S(=O)(=O)C=1C=NC2=CC=C(C=C2C1N1CCC(CC1)N1CCN(CC1)C1CCN(CC1)CC)S(=O)C)F 3-((4-(dodecyloxy)-3-fluorophenyl)sulfonyl)-4-(4-(4-(1-ethylpiperidin-4-yl)piperazin-1-yl)piperidin-1-yl)-6-(methylsulfinyl)quinoline